2-{5-[(3-ethoxy-5-fluoropyridin-2-yl)oxy]pyridin-3-yl}-N-[(3R,4R)-4-fluoropiperidin-3-yl]pyrimidine-5-carboxamide C(C)OC=1C(=NC=C(C1)F)OC=1C=C(C=NC1)C1=NC=C(C=N1)C(=O)N[C@@H]1CNCC[C@H]1F